C(N)(=O)C1=C2C=CN(C2=CC=C1)CC1=CC=C(C=C1)B(O)O 4-((4-carbamoylindol-1-yl)methyl)phenylboronic acid